4-(4-((1S,4S)-2,5-diazabicyclo[2.2.2]octan-2-yl)-6-fluoro-2-(((2R,7aS)-2-fluorotetrahydro-1H-pyrrolizin-7a(5H)-yl)methoxy)quinazolin-7-yl)-5-ethyl-6-fluoronaphthalen-2-ol [C@@H]12N(C[C@@H](NC1)CC2)C2=NC(=NC1=CC(=C(C=C21)F)C2=CC(=CC1=CC=C(C(=C21)CC)F)O)OC[C@]21CCCN1C[C@@H](C2)F